BrC1=CC=CC(=N1)C(C(C)(S(=O)N)C)=C[C@@H]1C[C@@H](C1)O[Si](C)(C)C(C)(C)C (6-bromopyridin-2-yl)((cis-3-(tert-butyldimethylsilyloxy)cyclobutyl)methylene)-2-methylpropane-2-sulfinamide